C[C@@H](CCO)CCC1=CC=CC=C1 |r| (±)-3-methyl-5-phenylpentan-1-ol